COCC1=CC2=C(S1)[C@@]1(C[C@@H](N(CC1)C(=O)OC(C)(C)C)C)OCC2 tert-butyl (2'S,7R)-2-(methoxymethyl)-2'-methyl-spiro[4,5-dihydrothieno[2,3-c]pyran-7,4'-piperidine]-1'-carboxylate